C(C)C1(COC1)COC1C2CCC(C1OCC1(COC1)CC)C2 2,3-bis[(3-ethyl-3-oxetanyl)methoxy]bicyclo[2.2.1]heptane